CONC(COC=1C=NC(=NC1)NC1CCC(CC1)OC1=C2C=CC=NC2=CC(=N1)N1CCOCC1)=O N-Methoxy-2-((2-(((1s,4s)-4-((7-morpholino-1,6-naphthyridin-5-yl)oxy)cyclohexyl)amino)pyrimidin-5-yl)oxy)acetamide